3-methoxy-N-methyl-4-{[3-(4-{[(1R,4R)-4-{6-oxa-2-azaspiro[3.5]nonan-2-yl}cyclohexyl]amino}-1-(2,2,2-trifluoroethyl)-1H-indol-2-yl)prop-2-yn-1-yl]amino}benzamide COC=1C=C(C(=O)NC)C=CC1NCC#CC=1N(C2=CC=CC(=C2C1)NC1CCC(CC1)N1CC2(C1)COCCC2)CC(F)(F)F